BrC=1C(=C2C(=CC1)C(N(CC21C(C1)(F)F)CC(=O)NC1=NC=C(C=N1)C(F)(F)F)=O)F 2-[6-bromo-1',1',5-trifluoro-1-oxospiro[3H-isoquinoline-4,2'-cyclopropane]-2-yl]-N-[5-(trifluoromethyl)pyrimidin-2-yl]acetamide